magnesium hydroxyl stearate C(CCCCCCCCCCCCCCCCC)(=O)OO.[Mg]